2-O-β-D-Galactofuranosyl-D-galactose [C@@H]1([C@H](O)[C@@H](O)[C@@H](O1)[C@H](O)CO)O[C@@H](C=O)[C@@H](O)[C@@H](O)[C@H](O)CO